NS(=NC(CC=1C(=NC(=CC1C(C)C)COC)C(C)C)=O)(=O)C=1SC(=CN1)C(C)(C)O N-(amino(5-(2-hydroxypropan-2-yl)thiazol-2-yl)(oxo)-λ6-sulfaneylidene)-2-(2,4-diisopropyl-6-(methoxymethyl)pyridin-3-yl)acetamide